Cl.F[C@H]1[C@H](CNC1)O (3S,4R)-4-fluoropyrrolidin-3-ol hydrochloride